OC1=CC=C(C=C1)N1CCC2(CCN(C2)S(=O)(=O)C=2N(C3=CC=CC=C3C2)C(=O)OC(C)(C)C)CC1 tert-butyl 2-[[8-(4-hydroxyphenyl)-2,8-diazaspiro[4.5]decan-2-yl]sulfonyl]indole-1-carboxylate